(R)-4-((S)-10-Acryloyl-2,4-difluoro-14-oxo-8,8a,9,10,11,12-hexahydro-7H,14H-pyrazino[1',2':5,6][1,5]diazocino[3,2,1-hi]indol-3-yl)-2-amino-7-fluorobenzo[b]thiophene-3-carbonitrile C(C=C)(=O)N1C[C@H]2N(C(C=3C=C(C(=C4C(=CN(C34)CC2)F)C2=CC=C(C=3SC(=C(C32)C#N)N)F)F)=O)CC1